ClC=1N=C(N(C1)C)N1CCC(CC1)C#N 1-(4-chloro-1-methyl-1H-imidazol-2-yl)piperidine-4-carbonitrile